NC1=NN2C(C=C(C=C2)C=2C(=C(C(=CC2)C)NC(=O)N2OCC[C@H]2C2=CC=CC=C2)F)=N1 (S)-N-(3-(2-amino-[1,2,4]triazolo[1,5-a]pyridin-7-yl)-2-fluoro-6-methylphenyl)-3-phenylisooxazolidine-2-carboxamide